(S)-6-(1-amino-1,3-dihydrospiro[indene-2,4'-piperidine]-1'-yl)-3-(1-(2-(pyrrolidin-1-ylmethyl)pyridin-4-yl)cyclopropyl)-1,5-dihydro-4H-pyrazolo[3,4-d]pyrimidin-4-one N[C@@H]1C2=CC=CC=C2CC12CCN(CC2)C=2NC(C1=C(N2)NN=C1C1(CC1)C1=CC(=NC=C1)CN1CCCC1)=O